5-((4-fluorobenzyl)oxy)-N-(prop-2-yn-1-yl)-1,2,3,4-tetrahydronaphthalen-1-amine FC1=CC=C(COC2=C3CCCC(C3=CC=C2)NCC#C)C=C1